NN1C(=NN=C1CCCCCCC)CCCCCCC 4-amino-3,5-diheptyl-4H-1,2,4-triazole